2-[2-(2-chloro-6-methyl-pyridin-4-yl)-benzimidazol-1-yl]-2,N-dicyclohexyl-acetamide ClC1=NC(=CC(=C1)C1=NC2=C(N1C(C(=O)NC1CCCCC1)C1CCCCC1)C=CC=C2)C